O[C@@H]1CCC=2OC=3C=CC=C(C3C(C21)=O)OC R-1-hydroxy-8-methoxy-2,3-dihydrocyclopenta[b]chromen-9(1H)-one